C(#N)C1=CC=C(C=N1)C1CCN(CC1)C(=O)C=1C=CC(=C(C1)NC(=O)NCCOC)C 1-(5-(4-(6-cyanopyridin-3-yl)piperidine-1-carbonyl)-2-methylphenyl)-3-(2-methoxyethyl)urea